C1[C@@H]([C@@H]([C@H]([C@@H](O1)C2=C(C(=C3C(=C2O)C(=O)C=C(O3)C4=CC=C(C=C4)O)[C@H]5[C@@H]([C@H]([C@@H]([C@H](O5)CO)O)O)O)O)O)O)O The molecule is a C-glycosyl compound that is apigenin substituted at positions 6 and 8 by alpha-L-arabinopyranosyl and beta-D-glucosyl residues respectively. It has a role as a metabolite. It is a C-glycosyl compound and a trihydroxyflavone. It derives from an apigenin.